4-bromo-1-(3-chloro-5-methylphenyl)-1H-pyrazole BrC=1C=NN(C1)C1=CC(=CC(=C1)C)Cl